O=C1OC2=CC(=CC=C2C=C1C(=O)O)OCC1=CC=C(C=C1)B1OC(C(O1)(C)C)(C)C 2-Oxo-7-((4-(4,4,5,5-tetramethyl-1,3,2-dioxaborolan-2-yl)benzyl)oxy)-2H-chromene-3-carboxylic acid